4,4'-(methylenebis(4,1-phenylenesulfonyl))bis(4-methylpentan-2-one) C(C1=CC=C(C=C1)S(=O)(=O)C(CC(C)=O)(C)C)C1=CC=C(C=C1)S(=O)(=O)C(CC(C)=O)(C)C